N-(tert-butyl)-2-((7-((tert-butyldimethylsilyl)oxy)-2-(4-fluoropyridin-2-yl)-6,7-dihydro-5H-cyclopenta[d]pyrimidin-4-yl)(methyl)amino)acetamide C(C)(C)(C)NC(CN(C)C=1C2=C(N=C(N1)C1=NC=CC(=C1)F)C(CC2)O[Si](C)(C)C(C)(C)C)=O